FC(S(=O)(=O)NC1=NC(=NC(=C1F)F)F)(F)F 1,1,1-trifluoro-N-(2,5,6-trifluoro-pyrimidin-4-yl)methanesulfonamide